(4-methyl-3-phenoxycarbonylaminophenyl)urea CC1=C(C=C(C=C1)NC(=O)N)NC(=O)OC1=CC=CC=C1